C(C)(C)(C)OC([C@@H](CC=1C=C(CN2CCN(CC2)C(=O)OCC2=CC=CC=C2)C=CC1)[C@@H]1CN(CC1)C(=O)OC(C)(C)C)=O benzyl 4-(3-((S)-3-(tert-butoxy)-2-((R)-1-(tert-butoxycarbonyl)pyrrolidin-3-yl)-3-oxopropyl)benzyl)piperazine-1-carboxylate